ClCC(=O)NC1(C(C(CCC1)C)=O)C1=CC=CC=C1 2-chloro-N-(3-methyl-2-oxo-1-phenylcyclohexyl)acetamide